4-methylene-1-(1-methylethyl)-bicyclo[3.1.0]hexane C=C1CCC2(CC12)C(C)C